1,2,3-trimethylimidazolinium hydroxide [OH-].C[NH+]1C(N(CC1)C)C